C(C1=CC=CC=C1)NC(=O)N([C@@H]1CC[C@H](CC1)NC1=NC=C(C(=N1)C1=CC=C(C(=O)N)C=C1)C#N)C1=NC=C(C=C1)C=1C=NN(C1)C 4-(2-((trans-4-((benzylcarbamoyl)(5-(1-methyl-1H-pyrazol-4-yl)pyridin-2-yl)amino)cyclohexyl)-amino)-5-cyanopyrimidin-4-yl)benzamide